1,4-cyclohexanedimethanol bis(2-ethylhexanoate) C(C)C(C(=O)OCC1CCC(CC1)COC(C(CCCC)CC)=O)CCCC